C(C)(=O)N1CC(=CCC1)C=1NC2=C(C=C(C=C2C1)C(N(C)C)=O)C1=C(C=C(C=C1)N1CCN(CC1)C(=O)OC(C)(C)C)OC Tert-butyl 4-(4-(2-(1-acetyl-1,2,5,6-tetrahydropyridin-3-yl)-5-(dimethylcarbamoyl)-1H-indol-7-yl)-3-methoxyphenyl)piperazine-1-carboxylate